(9H-fluoren-9-yl)methyl {(2RS)-1-[(2,5-dioxopyrrolidin-1-yl)oxy]-3-methyl-1-oxobutan-2-yl}carbamate O=C1N(C(CC1)=O)OC([C@@H](C(C)C)NC(OCC1C2=CC=CC=C2C=2C=CC=CC12)=O)=O |r|